4-(4-(N-cyclopentylacetamido)-2-methylbenzyl)-N-(3-methoxypropyl)-2-methylbenzamide C1(CCCC1)N(C(C)=O)C1=CC(=C(CC2=CC(=C(C(=O)NCCCOC)C=C2)C)C=C1)C